FC1=CC=C(C=C1)C1(CCN(CC1)C1=NC=CC(=N1)C=1C=NN(C1)C)O 4-(4-fluorophenyl)-1-(4-(1-methyl-1H-pyrazol-4-yl)pyrimidin-2-yl)piperidin-4-ol